CN(C)CCC1=CC=C(C=C1)C=C N,N-dimethyl-4-vinylphenethylamine